C(N)(S)=S.C(C)NCC diethylamine dithiocarbamate